N2-{2-azaspiro[3.3]hept-6-yl}-N4-(5-cyclopropyl-1H-pyrazol-3-yl)-N2-methylpyrimidine-2,4-diamine C1NCC12CC(C2)N(C2=NC=CC(=N2)NC2=NNC(=C2)C2CC2)C